1-allyl-3-vinylimidazolium C(C=C)N1C=[N+](C=C1)C=C